ethyl 6-(tert-butoxycarbonylamino)-4-cyano-indane-2-carboxylate C(C)(C)(C)OC(=O)NC1=CC(=C2CC(CC2=C1)C(=O)OCC)C#N